5-O-methylgenistein COC=1C=2C(C(=COC2C=C(C1)O)C1=CC=C(O)C=C1)=O